4-piperidylmethyl 6-[5-(6-methyl-2-pyridyl)-1H-pyrazol-4-yl]quinoline-4-carboxylate CC1=CC=CC(=N1)C1=C(C=NN1)C=1C=C2C(=CC=NC2=CC1)C(=O)OCC1CCNCC1